CS(=O)(=O)C1=CC=C(COC2=CC=C3CCN(CC3=C2)C(=O)OC(C)(C)C)C=C1 tert-butyl 7-((4-(methylsulfonyl) benzyl) oxy)-3,4-dihydroisoquinoline-2(1H)-carboxylate